2-(2-benzylidenehydrazino)-quinoline C(C1=CC=CC=C1)=NNC1=NC2=CC=CC=C2C=C1